N4-(4-(5-ethoxy-1H-indazol-1-yl)pyrimidin-2-yl)-5-methoxy-N1-methyl-N1-(2-(pyrrolidin-1-yl)ethyl)benzene-1,2,4-triamine C(C)OC=1C=C2C=NN(C2=CC1)C1=NC(=NC=C1)NC=1C=C(C(=CC1OC)N(CCN1CCCC1)C)N